(S)-2-(3-aminopropyl)-5-(2-(4-(4-chlorophenyl)-2,3,9-trimethyl-6H-thieno[3,2-f][1,2,4]triazolo[4,3-a][1,4]diazepin-6-yl)acetamido)benzoic acid hydrochlorid Cl.NCCCC1=C(C(=O)O)C=C(C=C1)NC(C[C@H]1C=2N(C3=C(C(=N1)C1=CC=C(C=C1)Cl)C(=C(S3)C)C)C(=NN2)C)=O